[N+](=O)([O-])C=1C=NN(C1)CC 4-nitro-1-ethyl-1H-pyrazole